CCCCCCCCCCCCC/C=C/[C@H]([C@H](COP(=O)(O)O)NC(=O)CCCCCCCCCCC)O The molecule is a ceramide 1-phosphate that is the N-dodecanoyl (lauroyl) derivative of sphingosine. It has a role as a metabolite. It derives from a sphingosine and a dodecanoic acid. It is a conjugate acid of a N-dodecanoylsphingosine 1-phosphate(2-).